(4S)-N-[4-chloro-2-[[(1S)-3-(cyclopropylamino)-1-[[(3S,5R)-5-methyl-2-oxo-pyrrolidin-3-yl]methyl]-2,3-dioxo-propyl]carbamoyl]phenyl]-1,3-dimethyl-2-oxo-imidazolidine-4-carboxamide ClC1=CC(=C(C=C1)NC(=O)[C@H]1N(C(N(C1)C)=O)C)C(N[C@H](C(C(=O)NC1CC1)=O)C[C@H]1C(N[C@@H](C1)C)=O)=O